C1(CCCC1)C1=NC(=NO1)C1=CC=C(C=C1)NC(C1=CC(=CC=C1)CN1CCS(CC1)(=O)=O)=O N-[4-(5-Cyclopentyl-1,2,4-oxadiazol-3-yl)phenyl]-3-[(1,1-dioxo-1,4-thiazinan-4-yl)methyl]benzamide